3-bromo-1-(3-chloro-2-pyridinyl)-N-[2,4-dichloro-6-[[(1-methylethyl)-amino]thioxomethyl]phenyl]-1H-pyrazole-5-carboxamide BrC1=NN(C(=C1)C(=O)NC1=C(C=C(C=C1C(=S)NC(C)C)Cl)Cl)C1=NC=CC=C1Cl